4-(4-(tert-butyl)phenyl)-1-(methylsulfonyl)-1H-1,2,3-triazole C(C)(C)(C)C1=CC=C(C=C1)C=1N=NN(C1)S(=O)(=O)C